ClC1=C(C=CC(=C1)F)CN1CCC(CC1)N1CCN(CCC1)C1=CC=CC(=N1)C(=O)NCC1CC1 6-(4-{1-[(2-Chloro-4-fluorophenyl)methyl]piperidin-4-yl}-1,4-diazepan-1-yl)-N-(cyclopropylmethyl)pyridine-2-carboxamide